NC1=NC=CC(=C1CN1CCOCC1)OC1=C(C=C(C=C1)NC(=O)C=1C(N(C=CC1OCC)C1=CC=C(C=C1)F)=O)F N-(4-((2-amino-3-(morpholinomethyl)pyridin-4-yl)oxy)-3-fluorophenyl)-4-ethoxy-1-(4-fluorophenyl)-2-Oxo-1,2-dihydropyridine-3-carboxamide